Cl.Cl.ClC1=CC(=CC2=C1N(C=N2)CCC[C@H]2NCCC[C@@H]2O)C(F)(F)F (2R,3S)-2-(3-(7-chloro-5-(trifluoromethyl)-1H-benzo[d]imidazol-1-yl)propyl)piperidin-3-ol dihydrochloride